C(C)(C)(C)OC(=O)N1CCCC(=CC1)C1BOOC1 5-(4,5-dioxaborolan-2-yl)-2,3,4,7-tetrahydroazepine-1-carboxylic acid tert-butyl ester